ClC1=C(C=C(C=C1)F)C1NC(C2=C1C(=CC1=C(N(N=C21)C)C#CCO)NC(C2=CC(=CC(=C2)F)C(F)(F)F)=O)=O N-[6-(2-chloro-5-fluorophenyl)-3-(3-hydroxyprop-1-ynyl)-2-methyl-8-oxo-7,8-dihydro-6H-pyrrolo[4,3-g]indazol-5-yl]-5-fluoro-3-(trifluoromethyl)benzamide